trans-N-(5-(5-((3-hydroxycyclohexyl)oxy)-2-methylpyridin-4-yl)pyrazolo[1,5-a]pyridin-2-yl)cyclopropanecarboxamide O[C@@H]1C[C@H](CCC1)OC=1C(=CC(=NC1)C)C1=CC=2N(C=C1)N=C(C2)NC(=O)C2CC2